N-(trans-4-morpholinocyclohexyl)-5-(quinolin-6-yl)pyrrolo[2,1-f][1,2,4]triazin-2-amine O1CCN(CC1)[C@@H]1CC[C@H](CC1)NC1=NN2C(C=N1)=C(C=C2)C=2C=C1C=CC=NC1=CC2